tert-Butyl (1S)-5-bromo-1-methyl-3,4-dihydro-1H-isoquinoline-2-carboxylate BrC1=C2CCN([C@H](C2=CC=C1)C)C(=O)OC(C)(C)C